OCC(C(C(CCCCCCCCCCCCCC)O)O)NC(CCCCCCCC)=O N-(1,3,4-trihydroxyoctadecan-2-yl)nonanamide